OCC(=O)N[C@@H](C)C=1SC(=CC1)C(CSC1=NC(=NC2=CC=C(C=C12)OC)C)=O (S)-2-hydroxy-N-(1-(5-(2-((6-methoxy-2-methylquinazolin-4-yl)thio)acetyl)thiophen-2-yl)ethyl)acetamide